methylbicyclo[1.1.1]pentan-1-ylcarbamate COC(NC12CC(C1)C2)=O